[N+](=O)([O-])C1=C(C=C2N=C(OC2=O)C2=CC=CC=C2)C=CC=C1 4-(2-nitrobenzylidene)-2-phenyloxazol-5(4H)-one